[4-[4-[(4,4-difluoro-2,3-dihydro-1H-isoquinolin-5-yl)methyl]-1-piperidinyl]-3-fluoro-anilino]piperidine-2,6-dione FC1(CNCC2=CC=CC(=C12)CC1CCN(CC1)C1=C(C=C(NN2C(CCCC2=O)=O)C=C1)F)F